O1[C@H](COC2=C1C=CC=C2)CN2C[C@@](CCC2)(C)CSCCO 2-{(S)-1-[(S)-1-(2,3-dihydrobenzo[1,4]dioxin-2-yl)methyl]-3-methylpiperidin-3-ylmethyl-sulfanyl}ethanol